4-((1H-pyrazol-1-yl)methyl)-N-((2-ethoxy-6-methoxyphenyl)sulfonyl)-3-methoxybenzamide N1(N=CC=C1)CC1=C(C=C(C(=O)NS(=O)(=O)C2=C(C=CC=C2OC)OCC)C=C1)OC